dioctadecyl 3,3'-thiodipropionate S(CCC(=O)OCCCCCCCCCCCCCCCCCC)CCC(=O)OCCCCCCCCCCCCCCCCCC